1-((1R,2R)-2-(3,5-bis(trifluoromethyl)benzylamino)-1,2-diphenylethyl)-3-(3,5-bis(trifluoromethyl)phenyl)thiourea FC(C=1C=C(CN[C@@H]([C@@H](C2=CC=CC=C2)NC(=S)NC2=CC(=CC(=C2)C(F)(F)F)C(F)(F)F)C2=CC=CC=C2)C=C(C1)C(F)(F)F)(F)F